(5S)-5-[[[6-(2,3-dichloro-4-pyridyl)-2-methoxy-3-pyridyl]methylamino]methyl]pyrrolidin-2-one ClC1=NC=CC(=C1Cl)C1=CC=C(C(=N1)OC)CNC[C@@H]1CCC(N1)=O